CCCCCCCCCCCCCCCCCC(=O)NCCC1=CNC2=C1C=C(C=C2)O The molecule is an N-acylserotonin obtained by formal condensation of the carboxy group of stearic acid with the primary amino group of serotonin. It has been found in the jejunum and ileum of pigs and mice. It derives from an octadecanoic acid.